NC1=C(C(=O)O)C=C(C(=C1)Br)Br 2-amino-4,5-di-bromo-benzoic acid